2-[(2R)-2-amino-3-fluoropropyl]-5-chloro-3-cyclopropyl-N-[(thiophen-2-yl)methyl]thieno[3,2-b]pyridin-7-amine hydrochloride Cl.N[C@H](CC1=C(C2=NC(=CC(=C2S1)NCC=1SC=CC1)Cl)C1CC1)CF